C(CBr)O Bromoethanol